(25S)-5beta-spirostane-3beta-ol C[C@H]1[C@H]2[C@H](C[C@H]3[C@@H]4CC[C@@H]5C[C@H](CC[C@]5(C)[C@H]4CC[C@]23C)O)O[C@]12CC[C@H](C)CO2